N-(2-((tert-butoxycarbonyl)amino)ethyl)-N-hexyl-L-alanine C(C)(C)(C)OC(=O)NCCN([C@@H](C)C(=O)O)CCCCCC